CC1(C(OCC1O)COC1=CC=C2C=CC=NC2=C1)O 3-methyl-2-(7-quinolyloxymethyl)tetrahydrofuran-3,4-diol